COC([C@@H](N)CC1=CC=C(C=C1)NC(CCC)=O)=O 4-butyramidophenylalanine methyl ester